NC1=NC=NN2C1=CC=C2[C@@]2(O[C@@H]([C@H]1OC(CCCCCCCCCCCCCCC(O[C@H]12)=O)=O)CO)C#N (18aR,19R,21R,21aR)-19-(4-aminopyrrolo[2,1-f][1,2,4]triazin-7-yl)-21-(hydroxymethyl)-2,17-dioxoicosahydrofuro[3,4-b][1,4]dioxacycloicosine-19-carbonitrile